O=C\1NC2=CC=CC=C2/C1=C\1/NC2=CC=CC=C2/C1=N\OCC(=O)N1[C@@H]2CN([C@H](C1)C2)C(=O)OC(C)(C)C (1S,4S)-tert-butyl 5-(2-(((E)-((Z)-2'-oxo-[2,3'-biindolinylidene]-3-ylidene)amino)oxy)acetyl)-2,5-diazabicyclo[2.2.1]heptane-2-carboxylate